C(C)(C)(C)C1=CC(=CC=C1O)C mono-tertiary butyl-p-cresol